C(#N)C1(CC1)NS(=O)(=O)C=1C=C(C=2N(C1)C(=CN2)C=2SC(=NN2)C(F)F)N(C)CC(C)(C)O N-(1-cyanocyclopropyl)-3-(5-(difluoromethyl)-1,3,4-thiadiazol-2-yl)-8-((2-hydroxy-2-methylpropyl)(methyl)amino)imidazo[1,2-a]pyridine-6-sulfonamide